FC=1C=C(C=C(C1)F)N1C(OCCC1)=O 3-(3,5-difluorophenyl)-1,3-oxazinan-2-one